NC1=NC=CC=C1C1=NC2=C(N1C1=CC=C(CNC(=O)C=3C=C(C=CC3)CC(=O)O)C=C1)C=CC=C2 2-(3-((4-(2-(2-aminopyridin-3-yl)-1H-benzo[d]imidazol-1-yl)benzyl)carbamoyl)phenyl)acetic acid